C1(=CC=CC=C1)C1(CCN(CC1)C(=O)C1=NC2=CC=C(C=C2C(=C1)C(=O)N1CCCCC1)OCC1=CC=C(C=C1)OC(F)(F)F)C#N 4-phenyl-1-(4-(piperidine-1-carbonyl)-6-((4-(trifluoro-methoxy)benzyl)oxy)quinoline-2-carbonyl)piperidine-4-carbonitrile